5-({[1-(4-chloro-2-fluorophenyl)cyclopropyl]carbonyl}amino)-2-(1-cyclobutyl-1H-pyrazol-4-yl)benzoic acid ClC1=CC(=C(C=C1)C1(CC1)C(=O)NC=1C=CC(=C(C(=O)O)C1)C=1C=NN(C1)C1CCC1)F